C[Si](CCCC)(CCCC)F methyldibutylsilyl fluoride